C(C=C)(=O)OCCCCCCCCCCCCCCCCCCCCOC(C=C)=O eicosylene glycol diacrylate